(2S)-N-(4-(4-(3,8-diazabicyclo[3.2.1]oct-8-yl)-3-fluorophenyl)thiazol-2-yl)-2-(1,3-dimethyl-2,6-dioxo-1,2,3,6-tetrahydro-7H-purin-7-yl)propanamide C12CNCC(CC1)N2C2=C(C=C(C=C2)C=2N=C(SC2)NC([C@H](C)N2C=NC=1N(C(N(C(C21)=O)C)=O)C)=O)F